CN1N=CC(=C1)C(=O)NCC#C 1-methyl-N-prop-2-ynyl-pyrazole-4-carboxamide